FC1=CC(=NC(=C1)C1=CN=C2N1C=CC(=C2)OC(C)C)N[C@H]2CNCC[C@@H]2F 4-fluoro-N-((3S,4S)-4-fluoropiperidin-3-yl)-6-(7-isopropoxyimidazo[1,2-a]pyridin-3-yl)pyridin-2-amine